S(OC1=CC=C(C=C1)OCC1=C(C=CC=C1)I)(=O)(=O)F 4-((2-iodobenzyl)oxy)phenyl sulfurofluoridate